4-bromo-2-(1-phenylethoxy)pyridine BrC1=CC(=NC=C1)OC(C)C1=CC=CC=C1